2-methyl-2-ethyl-thiophene CC1(SC=CC1)CC